C(#N)C1(CC1)C1=NC(=CC(=C1)C(=O)NC(C)C1=NC=CN=C1C1=NC=C(C=C1)OC(F)F)C(F)(F)F 2-(1-cyanocyclopropyl)-N-[1-[3-[5-(difluoromethoxy)-2-pyridyl]pyrazin-2-yl]ethyl]-6-(trifluoromethyl)pyridine-4-carboxamide